ClC=1N=NC(=C(N1)Cl)CC1=CC=C(C=C1)F 3,5-dichloro-6-(4-fluorobenzyl)-1,2,4-triazine